methyl 2-(6'-methyl-1'-((2R,4R)-2-methyltetrahydro-2H-pyran-4-yl)-2'-oxospiro[cyclopropane-1,3'-indolin]-4'-yl)acetate CC1=CC(=C2C3(C(N(C2=C1)[C@H]1C[C@H](OCC1)C)=O)CC3)CC(=O)OC